N-(3-((2s,5s)-6-amino-5-fluoro-5-(fluoromethyl)-2-methyl-2,3,4,5-tetrahydropyridin-2-yl)-4-fluorophenyl)-5-methoxypyridinamide NC=1[C@@](CC[C@@](N1)(C)C=1C=C(C=CC1F)NC(=O)C1=NC=C(C=C1)OC)(CF)F